N-[[2-[4-[1-[3,5-dichloro-4-(2-chloroethoxy)phenyl]-1-methyl-ethyl]anilino]oxazol-5-yl]methyl]methanesulfonamide ClC=1C=C(C=C(C1OCCCl)Cl)C(C)(C)C1=CC=C(NC=2OC(=CN2)CNS(=O)(=O)C)C=C1